tert-butyl N-[8-bromo-2-(3-{[2-methoxy-4-(methylcarbamoyl)phenyl]amino}prop-1-yn-1-yl)imidazo[1,2-a]pyridin-3-yl]carbamate BrC=1C=2N(C=CC1)C(=C(N2)C#CCNC2=C(C=C(C=C2)C(NC)=O)OC)NC(OC(C)(C)C)=O